3-hydroxy-4-(3-methyl-4-(methylsulfonyl)phenyl)-1-trityl-1H-indazole-5-carbonitrile OC1=NN(C2=CC=C(C(=C12)C1=CC(=C(C=C1)S(=O)(=O)C)C)C#N)C(C1=CC=CC=C1)(C1=CC=CC=C1)C1=CC=CC=C1